4-((3S,4S)-3,4-bis(((1S,2R)-2-phenylcyclopropyl)carbamoyl)pyrrolidine-1-carbonyl)benzoic acid C1(=CC=CC=C1)[C@@H]1[C@H](C1)NC(=O)[C@@H]1CN(C[C@H]1C(N[C@@H]1[C@H](C1)C1=CC=CC=C1)=O)C(=O)C1=CC=C(C(=O)O)C=C1